3-chloro-1H-1,2,4-triazole ClC1=NNC=N1